2-((1s,6s)-6-aminocyclohex-3-en-1-yl)-5-chloro-N-(thiophen-2-ylmethyl)thieno[3,2-b]pyridin-7-amine trifluoroacetate salt FC(C(=O)O)(F)F.N[C@H]1CC=CC[C@@H]1C1=CC2=NC(=CC(=C2S1)NCC=1SC=CC1)Cl